tert-butyl 3-(4-(4-amino-5-carbamoyl-1-(4-((4-(trifluoromethyl)pyridin-2-yl)carbamoyl)phenyl)-1H-pyrrol-3-yl)piperidin-1-yl)azetidine-1-carboxylate NC=1C(=CN(C1C(N)=O)C1=CC=C(C=C1)C(NC1=NC=CC(=C1)C(F)(F)F)=O)C1CCN(CC1)C1CN(C1)C(=O)OC(C)(C)C